C(C=C)(=O)OC(C(C)N=C=O)OC(C=C)=O 1-(bisacryloxymethyl)ethylisocyanate